P(I)(I)I phosphorus triiodide